6-(4-(4-fluoro-1,2,5,6-tetrahydropyridin-3-carbonyl)piperazin-1-yl)nicotinonitrile FC1=C(CNCC1)C(=O)N1CCN(CC1)C1=NC=C(C#N)C=C1